5-Fluoro-6-(2-methoxyethoxy)-3-(3-{4-[3-(pyridin-2-yl)azetidine-1-carbonyl]phenyl}-1,2-oxazol-5-yl)-1H-indazole FC=1C=C2C(=NNC2=CC1OCCOC)C1=CC(=NO1)C1=CC=C(C=C1)C(=O)N1CC(C1)C1=NC=CC=C1